OC[C@@]1(N2[C@@H](C[C@@](C1=O)(CC2)C)C(F)(F)F)COC (1R,2R,4S,6S)-2-(hydroxymethyl)-2-(methoxymethyl)-4-methyl-6-(trifluoromethyl)quinuclidin-3-one